N-(4-(2-(azetidin-1-yl)ethoxy)-3-(3,5-dimethylisoxazol-4-yl)phenyl)-2-(5-fluoropyridin-2-yl)acetamide N1(CCC1)CCOC1=C(C=C(C=C1)NC(CC1=NC=C(C=C1)F)=O)C=1C(=NOC1C)C